BrC1=CC=C(C=C1)[C@]12[C@](C3=NC=C(C=C3O1)Cl)([C@@H]([C@@H]([C@H]2C2=CC=CC=C2)COC)O)O |r| Rac-(5aR,6S,7S,8R,8aS)-5a-(4-bromophenyl)-3-chloro-7-(methoxymethyl)-6-phenyl-5a,6,7,8-tetrahydro-8aH-cyclopenta[4,5]furo[3,2-b]pyridine-8,8a-diol